NC1=NC=NN2C1=C(C=C2C2=NN(C=C2)C)C2=CC(=C(C=C2)N(C2=NOC(=C2)C)C)OC.[S].[Li] LITHIUM sulphur N-(4-(4-amino-7-(1-methyl-1H-pyrazol-3-yl)pyrrolo[2,1-f][1,2,4]triazin-5-yl)-2-methoxyphenyl)-N,5-dimethylisoxazol-3-amine